2-((3-fluoro-[1,1'-biphenyl]-4-yl)methyl)-1,3,4-oxadiazole FC=1C=C(C=CC1CC=1OC=NN1)C1=CC=CC=C1